C12(C=CC(CC1)C2)CC[Si](O[Si](O[Si](C)(C)CCC21C=CC(CC2)C1)(C)C)(C)C 1,5-bis(norbornenylethyl)-1,1,3,3,5,5-hexamethyltrisiloxane